3-((7-chloro-1-methyl-6-(pyrazolo[1,5-a]pyrazin-3-yloxy)-1H-imidazo[4,5-b]pyridin-2-yl)amino)-5-cyclopropyl-1-(tetrahydro-2H-pyran-4-yl)pyridin-2(1H)-one ClC1=C2C(=NC=C1OC=1C=NN3C1C=NC=C3)N=C(N2C)NC=2C(N(C=C(C2)C2CC2)C2CCOCC2)=O